tert-Butyl (3-cyano-7-fluoro-4-(5-fluoro-3-((R)-3-(3-(2-hydroxypropan-2-yl)azetidin-1-yl)pyrrolidin-1-yl)-7,9-dihydrofuro[3,4-f]quinazolin-6-yl)thieno[3,2-c]pyridin-2-yl)carbamate C(#N)C1=C(SC2=C1C(=NC=C2F)C=2C1=C(C=3C=NC(=NC3C2F)N2C[C@@H](CC2)N2CC(C2)C(C)(C)O)COC1)NC(OC(C)(C)C)=O